N1C[C@@H](CCC1)C(=O)N (R)-piperidine-3-carboxamide